C1(=CC=CC=C1)CCNC(=O)N N-(phenylethyl)urea